tri(non-8-en-1-yl)aluminum C(CCCCCCC=C)[Al](CCCCCCCC=C)CCCCCCCC=C